2,2'-methylene-bis-(4,6-di-tert-butylphenyl) phosphate sodium salt [Na+].P1(=O)(OC2=C(C=C(C=C2C(C)(C)C)C(C)(C)C)CC2=C(C(=CC(=C2)C(C)(C)C)C(C)(C)C)O1)[O-]